FC=1C=C(CNC(OC(C)(C)C)=O)C=C(C1)NC1=CN(C=C1)C tert-butyl (3-fluoro-5-((1-methyl-1H-pyrrol-3-yl)amino)benzyl)carbamate